C(C)(C)O[Zr]OC(C)C Diisopropoxyzirconium